4-(1-(4-Cyclobutyl-2-methyl-5-(2H-1,2,3-triazol-4-yl)benzoyl)-4-fluoropiperidin-4-yl)benzonitrile C1(CCC1)C1=CC(=C(C(=O)N2CCC(CC2)(F)C2=CC=C(C#N)C=C2)C=C1C1=NNN=C1)C